5-(benzyloxy)-N-(trans-4-(2-hydroxypropan-2-yl)cyclohexyl)-2-methylbenzofuran-3-carboxamide C(C1=CC=CC=C1)OC=1C=CC2=C(C(=C(O2)C)C(=O)N[C@@H]2CC[C@H](CC2)C(C)(C)O)C1